(2-(5,6,7,8-tetrahydro-1,8-naphthyridin-2-yl)ethyl)-1H-pyrazole-4-carboxylic acid N1=C(C=CC=2CCCNC12)CCN1N=CC(=C1)C(=O)O